C1(CCCC1)[C@@H](C1=CC=C(C=C1)F)C1N(C(C2=CC=C(C=C12)C(=O)N)=O)[C@H]1C(NC(CC1)=O)=O ((S)-cyclopentyl(4-fluorophenyl)methyl)-2-((R)-2,6-dioxopiperidin-3-yl)-1-oxoisoindoline-5-carboxamide